methyl-1,7-heptanediol CC(CCCCCCO)O